N1(N=NC=C1)C1=CC=C(C=N1)S(=O)(=O)Cl 6-(1H-1,2,3-triazol-1-yl)pyridine-3-sulfonyl chloride